methylsulfonyloxy-[2-(o-tolyl)phenyl]palladium CS(=O)(=O)O[Pd]C1=C(C=CC=C1)C1=C(C=CC=C1)C